CC1=C(N=C(S1)N1C=CC=2C=NC(=CC21)NC(C)=O)C2COCC2 N-(1-(5-methyl-4-(tetrahydrofuran-3-yl)thiazol-2-yl)-1H-pyrrolo[3,2-c]pyridin-6-yl)acetamide